C(C)(C)(C)NC(=O)C1(CC1)C(=O)NC1=CC=CC=C1 N'-tert-butyl-N-phenylcyclopropane-1,1-dicarboxamide